ClC1=NC(=C(C=2NC(NC(C21)=O)=S(=O)=O)F)Cl 5,7-dichloro-8-fluoro-2-sulfonylpyrido[4,3-d]pyrimidin-4(3H)-one